3-((4-((4-(1-(2,2,2-trifluoro-ethyl)-1H-pyrazol-4-yl)-5-(trifluoromethyl)pyrimidin-2-yl)amino)piperidin-1-yl)-sulfonyl)cyclohexane-1-carbaldehyde FC(CN1N=CC(=C1)C1=NC(=NC=C1C(F)(F)F)NC1CCN(CC1)S(=O)(=O)C1CC(CCC1)C=O)(F)F